O1C(=CC=C1)C1(OC(=C(C1=O)OC(C)=O)N)C 2-(2-furyl)-2-methyl-4-acetoxy-5-amino-3(2H)-furanone